1-(4,4-difluorocyclohexyl)piperazine hydrochloride Cl.FC1(CCC(CC1)N1CCNCC1)F